[Si](C)(C)(C(C)(C)C)O[C@@H]1CCC=2C1=NC=C(C2Cl)C=O (R)-7-(tert-Butyldimethylsilyloxy)-4-chloro-6,7-dihydro-5H-cyclopenta[b]pyridine-3-carbaldehyde